COC(O)=O.C(C1=CC=CC=C1)N(C(=O)C=1C(=NC(=NC1)C1=CC=CC2=CC=CC=C12)NC1=CC=CC=C1)C/C=C/C (E)-4-(N-benzyl-2-(1-naphthyl)-4-anilinopyrimidine-5-carboxamido)-2-butene methyl-carbonate